Methyl (S)-2-((4-(6-((1-methyl-1H-pyrazol-3-yl)methoxy)pyridin-2-yl)piperidin-1-yl)methyl)-1-(oxetan-2-ylmethyl)-1H-benzo[d]imidazole-6-carboxylate CN1N=C(C=C1)COC1=CC=CC(=N1)C1CCN(CC1)CC1=NC2=C(N1C[C@H]1OCC1)C=C(C=C2)C(=O)OC